Glucosamine-HCl Cl.OC1[C@H](N)[C@@H](O)[C@H](O)[C@H](O1)CO